(S)-quinuclidin-3-yl (5-(3-(tert-butyl)phenyl)-2,2-dimethyl-2,3-dihydro-1H-inden-1-yl)carbamat C(C)(C)(C)C=1C=C(C=CC1)C=1C=C2CC(C(C2=CC1)NC(O[C@@H]1CN2CCC1CC2)=O)(C)C